FC(C1=C(C(=CC(=C1)F)F)C=1CCCC2=C(C1C1=CC=C(C=C1)CC1CN(C1)CCCF)C=CC=C2)F 8-(2-(Difluoromethyl)-4,6-difluorophenyl)-9-(4-((1-(3-fluoropropyl)azetidin-3-yl)methyl)phenyl)-6,7-dihydro-5H-benzo[7]annulen